N1(CCOCC1)C1=NC=NC=N1 6-(morpholin-4-yl)1,3,5-triazine